methyl 1-(4-{4-[3-methyl-4-({[(1R)-1-phenylethoxy] carbonyl}amino)-1,2-oxazol-5-yl]piperidin-1-yl}phenyl)cyclopropane-1-carboxylate CC1=NOC(=C1NC(=O)O[C@H](C)C1=CC=CC=C1)C1CCN(CC1)C1=CC=C(C=C1)C1(CC1)C(=O)OC